4-Hydroxy-3-methoxyphenylglycol sulfate COC1=C(C=CC(=C1)C(CO)OS(=O)(=O)O)O